4-(methyliminomethyl)phenol CN=CC1=CC=C(C=C1)O